F[C@@]12[C@@H](CNCC1)CN(C2=O)CC2(CCCC2)C(=O)O 1-(((3As,7aR)-7a-fluoro-1-oxooctahydro-2H-pyrrolo[3,4-c]pyridin-2-yl)methyl)cyclopentane-1-carboxylic acid